NC1=NC(=NC(=N1)N)C(CCC)C=1N=C(NC1)CCCCCCCCCCC 1-(4,6-diamino-s-triazin-2-yl)butyl-2-undecylimidazole